S1N=NC=C1C1=CC(=C2C=NNC2=C1)N[C@@H](COCCCCNCC=1C=C(C=C(C1)OC(F)(F)F)CO)C (R)-(3-(((4-(2-((6-(1,2,3-thiadiazol-5-yl)-1H-indazol-4-yl)amino)propoxy)butyl)amino)methyl)-5-(trifluoromethoxy)phenyl)methanol